6-(3-chlorophenyl)-N-[(2-oxo-1H-pyridin-3-yl)sulfonyl]-2-(2,4,6-trimethylphenoxy)pyridine-3-carboxamide ClC=1C=C(C=CC1)C1=CC=C(C(=N1)OC1=C(C=C(C=C1C)C)C)C(=O)NS(=O)(=O)C=1C(NC=CC1)=O